1-(4-(5-((4-Amino-2-(butylamino)imidazo[2,1-f][1,2,4]triazin-7-yl)methyl)-3-methylpyridin-2-yl)piperazin-1-yl)-2-(dimethylamino)ethan-1-on NC1=NC(=NN2C1=NC=C2CC=2C=C(C(=NC2)N2CCN(CC2)C(CN(C)C)=O)C)NCCCC